BrC=1C(N(C(=CC1OCC1=NC=NC=C1F)C)C1=CC(=NC=C1C)C1=NC(=CC=C1C)C(C)(C)O)=O (P)-3-bromo-4-((5-fluoropyrimidin-4-yl)methoxy)-6''-(2-hydroxypropan-2-yl)-3'',5',6-trimethyl-2H-[1,4':2',2''-terpyridin]-2-one